CC1=NOC(=C1C=1C=C2C(NC(N(C2=CC1)C)=O)C1=CC=CC=C1)C 6-(3,5-dimethylisoxazol-4-yl)-1-methyl-2-oxo-4-phenyl-1,4-dihydroquinazolin